CC1=CC=C(C=C1)NC2=CC3=C(C=C2)N=C4C=C(C(=CC4=[N+]3C5=CC=CC=C5)N)C The molecule is an organic cation consisting of 7-(4-methylanilino)phenazine carrying additional methyl, amino and phenyl substituents at positions 2, 3 and 5 respectively. One of four components of mauvaine, a syntheteic violet-coloured dye. It has a role as a histological dye. It is a member of phenazines and an organic cation.